(2R)-1-methyl-pyrrolidine-2-carboxylic acid hydrochloride Cl.CN1[C@H](CCC1)C(=O)O